O=C(C[C@@H](O)[C@H](O)[C@H](O)C(=O)[O-])[O-] deoxy-D-glucarate